NC=1C(=C(C(=O)[O-])C=CC1)OCC Amino-ethoxybenzoate